4-(4-ethyl-4,7-diazaspiro[2.5]octan-7-yl)-2-nitroaniline C(C)N1C2(CC2)CN(CC1)C1=CC(=C(N)C=C1)[N+](=O)[O-]